[I].O water iodine